C(#N)C[C@@H]1CC1C (1S,2S)-2-(cyanomethyl)-3-methylcyclopropane